3-cyclopropyl-6-(4,4-difluoropiperidin-1-yl)-2-(trifluoromethoxy)pyridine C1(CC1)C=1C(=NC(=CC1)N1CCC(CC1)(F)F)OC(F)(F)F